C(C1=CC=CC=C1)NCC1=CC(=CC(=C1)C(F)(F)F)C(F)(F)F N-Benzyl-1-(3,5-bis(trifluoromethyl)phenyl)methanamine